N-(2-chloro-3-(3-chloro-2-(4-formyl-3-methoxyphenyl)pyridin-4-yl)phenyl)-5-formylpicolinamide ClC1=C(C=CC=C1C1=C(C(=NC=C1)C1=CC(=C(C=C1)C=O)OC)Cl)NC(C1=NC=C(C=C1)C=O)=O